Cl.CN1N=CC2=C1CNC2C(=O)OC methyl 1-methyl-5,6-dihydro-4H-pyrrolo[3,4-c]pyrazole-4-carboxylate hydrochloride